3-(6-(4-((6-(2-amino-9-chloro-10-oxo-10H-chromeno[3,2-b]pyridin-4-yl)-3,4-dihydroisoquinolin-2(1H)-yl)methyl)piperidin-1-yl)-4-methoxy-1-oxoisoindolin-2-yl)piperidine-2,6-dione NC1=CC(=C2C(=N1)C(C=1C(=CC=CC1O2)Cl)=O)C=2C=C1CCN(CC1=CC2)CC2CCN(CC2)C2=CC(=C1CN(C(C1=C2)=O)C2C(NC(CC2)=O)=O)OC